C(C)(C)(C)OC(=O)NCC1=CC=C(C=C1)NC(=O)C1=CC2=C(OCCC3=C2SC=C3)C=C1C=1C(=NC(=CC1)C(NC1CCCC1)=O)C(=O)OC methyl 3-(9-((4-(((tert-butoxycarbonyl)amino)methyl)phenyl)carbamoyl)-4,5-dihydrobenzo[b]thieno[2,3-d]oxepin-8-yl)-6-(cyclopentylcarbamoyl)picolinate